cis-5-hydroxypiperidinic acid OC1CCCN(C1)C(=O)O